ClC=1C=CC2=C(N=C(O2)C2CC3(CC(C3)NC(=O)C=3OC(=CC3)[S@](=O)(=N)CC3CC3)C2)C1 (Ra)-N-[6-(5-chloro-1,3-benzoxazol-2-yl)spiro[3.3]heptan-2-yl]-5-[(S)-cyclopropylmethylsulfonimidoyl]furan-2-carboxamide